C(C)NC(=O)NC(CC1=NC=C(C=C1)C1=NOC(=N1)C(F)(F)F)C1=CC(=CC=C1)C(F)(F)F 1-Ethyl-3-(2-(5-(5-(trifluoromethyl)-1,2,4-oxadiazol-3-yl)pyridin-2-yl)-1-(3-(trifluoromethyl)phenyl)ethyl)urea